FC(C(=O)O)(F)F.N=1N2C(=CC1)C(C1(C2)CCNCC1)N 4'H,6'H-spiro[piperidine-4,5'-pyrrolo[1,2-b]pyrazole]-4'-amine (trifluoroacetate)